N-methyl-N-(2-hydroxyethyl)-4-amino-benzaldehyde CN(C1=CC=C(C=O)C=C1)CCO